3-(2-chloro-3,6-difluoro-benzyloxy)-5-[3-(2,6-dimethyl-morpholin-4-ylmethyl)-1H-indol-5-yl]-pyrazin-2-ylamine ClC1=C(COC=2C(=NC=C(N2)C=2C=C3C(=CNC3=CC2)CN2CC(OC(C2)C)C)N)C(=CC=C1F)F